1-(3-amino-1-benzyl-2-oxo-1,2-dihydroquinoxalin-6-yl)-3-(tert-butyl)urea NC=1C(N(C2=CC=C(C=C2N1)NC(=O)NC(C)(C)C)CC1=CC=CC=C1)=O